FC(C=1C=NC(=NC1)N1CC2N(C(C1)C2)CC(=O)O)(F)F 2-(3-(5-(trifluoromethyl)pyrimidin-2-yl)-3,6-diazabicyclo[3.1.1]heptane-6-yl)acetic acid